ClC=1C=CC=2N(C1)N=CC2 6-Chloro-pyrazolo[1,5-a]pyridine